N,N'-diformyl-hydrazine Ethyl-(1R)-2-(4-fluorophenyl)-1-methylcyclopropane-1-carboxylate C(C)OC(=O)[C@]1(C(C1)C1=CC=C(C=C1)F)C.C(=O)NNC=O